N-(4-(((5-(3-chloro-4-(2-chloroethoxy)-5-cyanophenyl)-1,3,4-oxadiazol-2-yl)oxy)methyl)pyrimidin-2-yl)methanesulfonamide 3-iodomethyl-2-propenyl-butylcarbamate ICC(C(CNC(O)=O)C=CC)C.ClC=1C=C(C=C(C1OCCCl)C#N)C1=NN=C(O1)OCC1=NC(=NC=C1)NS(=O)(=O)C